1,1,2-trichloro-2-fluoroethylene ClC(=C(F)Cl)Cl